1-(cyclopropylmethyl)pyrimidine-2,4(1H,3H)-dione C1(CC1)CN1C(NC(C=C1)=O)=O